O(C1=CC=CC=C1)S(=O)(=O)OC(C(C(C(C(C(C(C(C(F)(F)F)(F)F)(F)F)(F)F)(F)F)(F)F)(F)F)(F)F)(F)F perfluorononyl phenoxysulfonate